C[C@H](CCC(=O)O[C@H]1[C@@H]([C@H]([C@@H]([C@H](O1)C(=O)[O-])O)O)O)[C@H]2CC[C@@H]3[C@@]2(CC[C@H]4[C@H]3C[C@@H]([C@H]5[C@@]4(CC[C@H](C5)O)C)O)C The molecule is a steroid glucuronide anion that is the conjugate base of hyodeoxycholic acid 24-O-(beta-D-glucuronide) arising from deprotonation of the carboxylic acid function; major species at pH 7.3. It is a steroid glucosiduronic acid anion, a beta-D-glucosiduronate and a monocarboxylic acid anion. It is a conjugate base of a hyodeoxycholic acid 24-O-(beta-D-glucuronide).